C1(CC1)C(=O)N1CCN(CC1)C(=O)C=1C=NC2=CC=C(C=C2C1N1CCC(CC1)(C)C)F (4-(cyclopropanecarbonyl)piperazin-1-yl)(4-(4,4-dimethylpiperidin-1-yl)-6-fluoroquinolin-3-yl)methanone